4-((R)-3-((cyclopropylmethyl)amino)piperidin-1-yl)-1-(1-(4-(6-(1,1-difluoro-5-azaspiro[2.3]hexan-5-yl)pyrazin-2-yl)-1H-1,2,3-triazol-1-yl)ethyl)pyridin-2(1H)-one C1(CC1)CN[C@H]1CN(CCC1)C1=CC(N(C=C1)C(C)N1N=NC(=C1)C1=NC(=CN=C1)N1CC2(CC2(F)F)C1)=O